4-(aminomethyl)-6-(6-methylimidazo[1,2-a]pyridin-3-yl)phthalazin-1(2H)-one NCC1=NNC(C2=CC=C(C=C12)C1=CN=C2N1C=C(C=C2)C)=O